butyl ((1S,3R)-3-((2-bromo-6-(prop-1-en-1-yl)pyridin-3-yl)oxy)cyclopentyl)carbamate BrC1=NC(=CC=C1O[C@H]1C[C@H](CC1)NC(OCCCC)=O)C=CC